N-(3-chloro-2-fluorophenyl)-6-(2,6-diazaspiro[3.4]octan-2-yl)pyrido[3,2-d]pyrimidin-4-amine ClC=1C(=C(C=CC1)NC=1C2=C(N=CN1)C=CC(=N2)N2CC1(C2)CNCC1)F